4-PHENYLBUTYRALDEHYDE C1(=CC=CC=C1)CCCC=O